IC=1C(=C(C(=C(C1[2H])[2H])[2H])N1C2=C(C(=C(C(=C2C=2C(=C(C(=C(C12)[2H])[2H])[2H])[2H])[2H])[2H])[2H])[2H])[2H] 9-(3-iodophenyl-2,4,5,6-d4)-9H-carbazole-1,2,3,4,5,6,7,8-d8